ethyl 1-[4-chloro-2-[4-[(2,4-dimethoxyphenyl)methylamino]cinnolin-7-yl]phenyl]pyrazole-4-carboxylate ClC1=CC(=C(C=C1)N1N=CC(=C1)C(=O)OCC)C1=CC=C2C(=CN=NC2=C1)NCC1=C(C=C(C=C1)OC)OC